8-Benzyl-9-(4-((1-(3-fluoropropyl)azetidin-3-yliden)methyl)phenyl)-6,7-dihydro-5H-benzo[7]annulen C(C1=CC=CC=C1)C=1CCCC2=C(C1C1=CC=C(C=C1)C=C1CN(C1)CCCF)C=CC=C2